2-(chloromethyl)-4-methoxy-1-{[2-(trimethylsilyl)ethoxy]methyl}-1H-benzimidazole ClCC1=NC2=C(N1COCC[Si](C)(C)C)C=CC=C2OC